OC(C(=O)O)(CC\C=C/C\C=C/C\C=C/C=C/C=C/CCCC)O dihydroxy-eicosa-5Z,8Z,11Z,13E,15E-pentaenoic acid